2-(2,4-dioxotetrahydropyrimidin-1(2H)-yl)-5-((4-(2-methyl-6,7-dihydro-5H-cyclopenta[4,5]thieno[2,3-d]pyrimidin-4-yl)piperidin-1-yl)methyl)isoindoline-1,3-dione O=C1N(CCC(N1)=O)N1C(C2=CC=C(C=C2C1=O)CN1CCC(CC1)C=1C2=C(N=C(N1)C)SC1=C2CCC1)=O